4-(N-(cyclohexylmethyl)sulfamoyl)-1-hydroxy-2-naphthoic acid C1(CCCCC1)CNS(=O)(=O)C1=CC(=C(C2=CC=CC=C12)O)C(=O)O